OC1=C(C=C(C=C1O)S(=O)(=O)[O-])S(=O)(=O)[O-].[Na+].[Na+] Disodium 4,5-Dihydroxybenzene-1,3-Disulphonate